(phenyl)[(biphenylyl)(dimethylfluorenyl)triazineyl]dibenzofuran C1(=CC=CC=C1)C1=C(C2=C(OC3=C2C=CC=C3)C=C1)C1=NN=NC(=C1C1=C(C(=CC=3C2=CC=CC=C2CC13)C)C)C1=C(C=CC=C1)C1=CC=CC=C1